3-((Propylthio)methyl)benzofuran C(CC)SCC1=COC2=C1C=CC=C2